6'-[(morpholin-4-yl)methyl]-2',3'-dihydrospiro[cyclohexane-1,1'-indene]-4-carboxylic acid N1(CCOCC1)CC1=CC=C2CCC3(C2=C1)CCC(CC3)C(=O)O